C(C)(C)(C)NC1=NC=C(C(=N1)NC1C(CC(CC1)(C)C)O)C(=O)N 2-(tert-butylamino)-4-(2-hydroxy-4,4-dimethylcyclohexylamino)pyrimidine-5-carboxamide